NC1=CC=C(C=N1)C1=NC(=CC=C1)C(=O)NC=1C=C2C(=NC1)N=C(S2)N2CCOCC2 6'-amino-N-(2-morpholinothiazolo[4,5-b]pyridin-6-yl)-[2,3'-bipyridine]-6-carboxamide